4-(3-hydroxy-3-methylbut-1-yn-1-yl)benzoic acid OC(C#CC1=CC=C(C(=O)O)C=C1)(C)C